4-quinazolinone N1=CNC(C2=CC=CC=C12)=O